FC=1C(=C(C=CC1)B(O)O)OC (3-fluoro-2-methoxyphenyl)boronic acid